2-chloro-N-(1-methyltetrazol-5-yl)-3-(propanoylamino)-4-(1,1,2,2-tetrafluoroethoxy)benzamide ClC1=C(C(=O)NC2=NN=NN2C)C=CC(=C1NC(CC)=O)OC(C(F)F)(F)F